amyl-ferrocene C(CCCC)[C-]1C=CC=C1.[CH-]1C=CC=C1.[Fe+2]